(1R,2S)-2-((S)-5H-Imidazo[5,1-a]isoindol-5-yl)cycloheptan-1-ol C=1N=CN2C1C1=CC=CC=C1[C@@H]2[C@H]2[C@@H](CCCCC2)O